N-(6-((5-(but-2-ynoyl)-5,6-dihydropyrrolo[3,4-c]pyrazol-1(4H)-yl)methyl)-4-methoxybenzo[d]isoxazol-3-yl)-5-ethyl-2-methoxybenzenesulfonamide C(C#CC)(=O)N1CC=2N(N=CC2C1)CC1=CC2=C(C(=NO2)NS(=O)(=O)C2=C(C=CC(=C2)CC)OC)C(=C1)OC